ClCC(=O)N(C([2H])([2H])[2H])C1=C(C(=C(C=C1)F)Cl)F 2-chloro-N-(3-chloro-2,4-difluorophenyl)-N-(trideuteriomethyl)acetamide